3-chloro-N-[5-(5-fluoro-1H-benzimidazol-2-yl)-1-[(4-methoxyphenyl)-methyl]-pyrazol-3-yl]-4-(2-hydroxyethoxy)benzamide ClC=1C=C(C(=O)NC2=NN(C(=C2)C2=NC3=C(N2)C=CC(=C3)F)CC3=CC=C(C=C3)OC)C=CC1OCCO